CC1=C2C(=CC=3C=4C=C(C=CC4N(C13)C)N1CCN(CC1)C(=O)OC(C)(C)C)C=NC=C2 tert-butyl 4-(5,6-dimethyl-6H-pyrido[4,3-b]carbazol-9-yl)piperazine-1-carboxylate